tert-Butyl methyl(6-fluoro-1-methylisoquinolin-5-yl)carbamate CN(C(OC(C)(C)C)=O)C1=C2C=CN=C(C2=CC=C1F)C